(E)-6-(1-(1-(1-(4-(dimethylamino)but-2-enoyl)-3-fluoroazetidine-3-carbonyl)piperidin-4-yl)-5-methyl-1H-pyrazol-4-yl)-4-methoxypyrazolo[1,5-a]pyridine-3-carbonitrile CN(C/C=C/C(=O)N1CC(C1)(C(=O)N1CCC(CC1)N1N=CC(=C1C)C=1C=C(C=2N(C1)N=CC2C#N)OC)F)C